[Cl-].C(CCC)[P+](CCCCCCCCCCCCCC)(CCCC)CCCC (tri-n-butyl)n-tetradecyl-phosphonium chloride